CCCCCCCCCCCCCCCCCCCCCCCCCCCCCCCCC=C tetratriacontene